OCC1(CCCC1)NC(=O)C=1C=NC(=C(C1)C1=NN(C=C1)C)OC1=CC=C(C=C1)C(F)(F)F N-[1-(Hydroxymethyl)cyclopentyl]-5-(1-methyl-1H-pyrazol-3-yl)-6-[4-(trifluoromethyl)phenoxy]pyridine-3-carboxamide